N1(N=NC2=C1C=CC=C2)[O+]=C(N(C)C)N(C)C (1H-1,2,3-benzotriazol-1-yl)[bis(dimethylamino)methylidene]oxidanium